(4-(2-((R)-2-((R)-2-aminopropanamido)propanamido)ethyl)phenyl)-6-((bis(pyridin-2-ylmethyl)amino)methyl)nicotinamide hydrochloride Cl.N[C@@H](C(=O)N[C@@H](C(=O)NCCC1=CC=C(C=C1)C1=C(C(=O)N)C=CC(=N1)CN(CC1=NC=CC=C1)CC1=NC=CC=C1)C)C